1-(2-(difluoromethyl)-4-nitrophenyl)piperidin-4-one FC(C1=C(C=CC(=C1)[N+](=O)[O-])N1CCC(CC1)=O)F